(benzothiazol-2-yl)-hydrazin S1C(=NC2=C1C=CC=C2)NN